CCCCCCCCCCCCCCCCCCCCCCCC.[Na] sodium tetracosan